ClC=1C=NC(=C(C(=O)NC2CCC(CC2)CN2C(N(C3=C2C=CC=C3)C3=CC=C(C=C3)[C@@H](C)O)=O)C1)C 5-chloro-N-((1r,4r)-4-((3-(4-(1-hydroxyethyl)phenyl)-2-oxo-2,3-dihydro-1H-benzo[d]imidazol-1-yl)methyl)cyclohexyl)-2-methylnicotinamide